FC1=C(C=O)C=CC(=C1)OCC1=CC(=CC=C1)F 2-fluoro-4-((3-fluorobenzyl)oxy)benzaldehyde